4-{[(1R,2S)-2-methylcyclopentyl]amino}-2-(methylsulfanyl)pyrimidine-5-carbaldehyde C[C@@H]1[C@@H](CCC1)NC1=NC(=NC=C1C=O)SC